tert-butyl 4-((4-iodopyrimidin-2-yl)oxy)piperidine-1-carboxylate IC1=NC(=NC=C1)OC1CCN(CC1)C(=O)OC(C)(C)C